C12(CC(C1)C2)N2N=NC(=C2)[C@H](C2=C1C=CN(C(C1=CC=C2)=O)C)NC=2C=C1C(=C(N=NC1=C(C2)Cl)C#N)NCC(C)(C)C (S)-6-{{[1-(bicyclo[1.1.1]pentan-1-yl)-1H-1,2,3-triazol-4-yl](2-methyl-1-oxo-1,2-dihydroisoquinolin-5-yl)methyl}amino}-8-chloro-4-(neopentylamino)cinnoline-3-carbonitrile